N[C@@H](C(=O)O)[C@H](CC(C)C)C1=CNC2=CC=CC=C12 (2R,3R)-2-amino-3-(1H-indol-3-yl)-5-methylhexanoic acid